[Si](C)(C)(C(C)(C)C)O[C@H]1CO[C@H]2[C@@H]1OCC2=O (3aS,6S,6aS)-6-((tert-butyldimethylsilyl)oxy)tetrahydrofurano[3,2-b]furan-3(2H)-one